3-(N-tris[hydroxymethyl]methyl-amino)-2-hydroxypropanesulfonic acid OCC(NCC(CS(=O)(=O)O)O)(CO)CO